1-(4-chloro-3-trifluoromethylphenyl)-3-(6-(4-methylpiperazine-1-carbonyl)-2,3,4,9-tetrahydro-1H-carbazol-3-yl)urea ClC1=C(C=C(C=C1)NC(=O)NC1CCC=2NC3=CC=C(C=C3C2C1)C(=O)N1CCN(CC1)C)C(F)(F)F